(S)-6-((1-(3-fluorophenyl)ethyl)amino)-3-isopropylpyrimidine-2,4(1H,3H)-dione FC=1C=C(C=CC1)[C@H](C)NC1=CC(N(C(N1)=O)C(C)C)=O